methyl 3-((2-ethoxy-2-oxoethyl)amino)-4-nitrobenzoate C(C)OC(CNC=1C=C(C(=O)OC)C=CC1[N+](=O)[O-])=O